N[C@@H](CC(C)C)CS L-Leucinethiol